3-[(1R,3S)-3-(trifluoromethyl)cyclopentyl]urea FC([C@@H]1C[C@@H](CC1)NC(N)=O)(F)F